trioctylphosphine sulfide C(CCCCCCC)P(CCCCCCCC)(CCCCCCCC)=S